N1=C(N=CC=C1)C=1NC=CN1 pyrimidyl-imidazole